FC=1C=C2C(=CNC2=CC1F)NC(C(=O)NCC(N(C1=CC=CC=C1)C)=O)=O N-(5,6-difluoro-1H-indol-3-yl)-N'-{[methyl(phenyl)carbamoyl]methyl}ethanediamide